FC1=CC(=C(C=C1N1CC2(C1)CC(C2)OC)OCCCNC(OC(C)(C)C)=O)[N+](=O)[O-] tert-butyl (3-(4-fluoro-5-(6-methoxy-2-azaspiro[3.3]hept-2-yl)-2-nitrobenzeneOxy)propyl)carbamate